C1(CCCC1)NC(C1=CN=C(C=C1)CC=1C(C2=CC=CC=C2C(C1C)=O)=O)=O N-cyclopentyl-6-((3-methyl-1,4-dioxo-1,4-dihydronaphthalen-2-yl)methyl)nicotinamide